trans-racemic-tert-butyl 3-amino-4-methylpiperidine-1-carboxylate N[C@@H]1CN(CC[C@H]1C)C(=O)OC(C)(C)C |r|